2,2,2-Trifluoro-1-(5-nitroindolin-1-yl)ethan-1-one FC(C(=O)N1CCC2=CC(=CC=C12)[N+](=O)[O-])(F)F